C1=CC=CC=2C3=CC=CC=C3C(C12)COC(NCC(NCOCC(=O)O)=O)=O 1-(9H-fluoren-9-yl)-3,6-dioxo-2,9-dioxa-4,7-diazaundecan-11-oic acid